C(CCC(=O)O)(=O)O.CN(C)C.CN(C)C di-trimethyl-amine succinate salt